[N+](=O)([O-])C1=CC=C(CBr)C=C1 4-nitrobenzylbromide